1-(4-aminopiperidin-1-yl)-2-methylpropan-1-one NC1CCN(CC1)C(C(C)C)=O